methyl 2-((ethoxycarbonyl)(isobutyl)amino)-3-phenylbutanoate C(C)OC(=O)N(C(C(=O)OC)C(C)C1=CC=CC=C1)CC(C)C